CC(=CC=O)CCC=C(CC)C 3,7-dimethylnona-2,6-dienal